6-(2-chloro-5-methoxyphenyl)-N-methyl-[1,2,4]triazolo[4',3':1,6]pyrido[2,3-d]pyrimidin-2-amine ClC1=C(C=C(C=C1)OC)C1=CC2=C(N=C(N=C2)NC)N2C1=NN=C2